ClC1=NC=CC(=C1)N1CC[C@@H](N2C1=NC(=C(C2=O)F)N2[C@@H](COCC2)C)C(F)(F)F (R)-9-(2-Chloro-pyridin-4-yl)-3-fluoro-2-((R)-3-methyl-morpholin-4-yl)-6-trifluoromethyl-6,7,8,9-tetrahydro-pyrimido[1,2-a]-pyrimidin-4-one